N-(4-fluoro-3-(trifluoromethyl)phenyl)-N'-hydroxy-4-((2-(methylsulfonylamino)ethyl)amino)-1,2,5-oxadiazol-3-carboxamidine FC1=C(C=C(C=C1)NC(=NO)C1=NON=C1NCCNS(=O)(=O)C)C(F)(F)F